bis(dichlorosilyl)methane Cl[SiH](Cl)C[SiH](Cl)Cl